diethylbenzyl acrylate C(C=C)(=O)OC(C1=CC=CC=C1)(CC)CC